(S)-2-Chloro-N-(4-(2-fluoroacetimidamido)-1-(5-(3-(trifluoromethyl)phenyl)oxazol-2-yl)butyl)-6-methoxybenzamide ClC1=C(C(=O)N[C@@H](CCCNC(CF)=N)C=2OC(=CN2)C2=CC(=CC=C2)C(F)(F)F)C(=CC=C1)OC